methyl 4-oxo-7-phenyl-4H-chromene-2-carboxylate O=C1C=C(OC2=CC(=CC=C12)C1=CC=CC=C1)C(=O)OC